4-(3-((5-(trifluoromethyl)pyridin-2-yl)oxy)pyrazin-2-yl)piperazin FC(C=1C=CC(=NC1)OC=1C(=NC=CN1)N1CCNCC1)(F)F